OC[C@H](COC)NC(OC(C)(C)C)=O tert-butyl (R)-(1-hydroxy-3-methoxypropan-2-yl)carbamate